BrC=1C=C(C=CC1)C(C(=O)N1CC2=C(CCC1)N=C(NC2=O)C2(CC2)C2=CC=CC=C2)O 6-(2-(3-bromophenyl)-2-hydroxyacetyl)-2-(1-phenylcyclopropyl)-3,5,6,7,8,9-hexahydro-4H-pyrimido[5,4-c]azepin-4-one